6-(1,2-Dimethyl-1H-imidazol-4-yl)-5-methyl-2-(1-methyl-1H-imidazol-2-yl)pyrrolo[2,1-f][1,2,4]triazin-4-ol CN1C(=NC(=C1)C=1C(=C2C(=NC(=NN2C1)C=1N(C=CN1)C)O)C)C